C(C)[Zn+].[Zn+2] zinc (II) ethyl-Zinc